C(C)OC=1C=C(C=C(C1)C)C1=CC=C(C(=N1)N1C(C[C@@H](C1)C)(C)C)C(=O)NS(=O)(=O)C=1C(NC=CC1)=O 6-(3-Ethoxy-5-methylphenyl)-N-[(2-oxo-1H-pyridin-3-yl)sulfonyl]-2-[(4S)-2,2,4-trimethylpyrrolidin-1-yl]pyridin-3-carboxamid